6-(4-chlorophenyl)-N-(piperidin-4-ylmethyl)-2-(pyridin-3-yl)pyrimidin-4-amine ClC1=CC=C(C=C1)C1=CC(=NC(=N1)C=1C=NC=CC1)NCC1CCNCC1